2-({6-[(1R)-1-hydroxyethyl]pyridin-2-yl}carbamoyl)-5-(trifluoromethyl)benzoic acid O[C@H](C)C1=CC=CC(=N1)NC(=O)C1=C(C(=O)O)C=C(C=C1)C(F)(F)F